2-[6-(4-benzylpiperazin-1-yl)pyridin-3-yl]ethan-1-ol C(C1=CC=CC=C1)N1CCN(CC1)C1=CC=C(C=N1)CCO